O=C1NC(CC[C@@H]1NC1=CC=C(C=C1)[C@]12CCN(C[C@@H]2C1(F)F)C(=O)OC(C)(C)C)=O tert-butyl (1R,6R)-6-(4-(((S)-2,6-dioxopiperidin-3-yl)amino)phenyl)-7,7-difluoro-3-azabicyclo[4.1.0]heptane-3-carboxylate